ClC1=C(C=CC(=C1)CN1CCN(CC1)C)N1N=CC(=C1)C1=NC(=NC=C1C#N)NC1CCN(CC1)S(=O)(=O)CC 4-(1-(2-chloro-4-((4-methylpiperazin-1-yl)methyl)phenyl)-1H-pyrazol-4-yl)-2-((1-(ethylsulfonyl)piperidin-4-yl)amino)pyrimidine-5-carbonitrile